C(C)C=1C(=C(C(=C(C(=O)[O-])C1)C)N(OC)C(=O)OC(C)(C)C)S(=O)(=O)C ethyl-[tert-butoxycarbonyl (methoxy) amino]-2-methyl-4-methylsulfonyl-benzoate